FC1(CC(C(CC1)OC1=NC(=NC=C1C#N)NC1C(CN(CC1)S(=O)(=O)C1=NC=CC=C1)F)(C)O)F 4-((4,4-difluoro-2-hydroxy-2-methylcyclohexyl)oxy)-2-((3-fluoro-1-(pyridin-2-ylsulfonyl)piperidin-4-yl)amino)pyrimidine-5-carbonitrile